ClC1=CC2=C(C=N1)NC(=N2)C=2C(=NC=C(C2N2CCC(CC2)N)C2=CC(=CC(=C2)C)F)OC 1-(3-{6-chloro-3H-imidazo[4,5-c]pyridin-2-yl}-5-(3-fluoro-5-methylphenyl)-2-methoxypyridin-4-yl)piperidin-4-amine